2-(4-Bromo-2-nitrothiophene-3-yl)thiazole BrC=1C(=C(SC1)[N+](=O)[O-])C=1SC=CN1